C(C)(C)C=1C(=CC(=NC1)NC(SC)=N)C(F)(F)F 1-[5-isopropyl-4-(trifluoromethyl)pyridyl]-2-methyl-isothiourea